tert-butyl N-[[6-[4-(4-cyclopropylpiperazin-1-yl)-2-nitroanilino]pyrimidin-4-yl]methylcarbamoyl]-N-(2,6-dichloro-3,5-dimethoxy-phenyl)carbamate C1(CC1)N1CCN(CC1)C1=CC(=C(NC2=CC(=NC=N2)CNC(=O)N(C(OC(C)(C)C)=O)C2=C(C(=CC(=C2Cl)OC)OC)Cl)C=C1)[N+](=O)[O-]